(R)-1-(2-(dimethylamino)-3-(4-hydroxyphenyl)propyl)-3-(2-methyl-1-(thiophen-3-yl)propan-2-yl)urea CN([C@@H](CNC(=O)NC(CC1=CSC=C1)(C)C)CC1=CC=C(C=C1)O)C